4-[[4-[[(1S)-2-hydroxy-1-phenyl-ethyl]amino]-5-(5-methyl-1,2,4-oxadiazol-3-yl)-pyrimidin-2-yl]amino]-2-methyl-benzamide OC[C@H](C1=CC=CC=C1)NC1=NC(=NC=C1C1=NOC(=N1)C)NC1=CC(=C(C(=O)N)C=C1)C